FC(C1=CC=C(OC2=NC3=CC=CC=C3C(=C2)CNC(C=C)=O)C=C1)(F)F N-([2-{4-(trifluoromethyl)phenoxy}quinolin-4-yl]methyl)acrylamide